7a-(4-bromophenyl)-N-(2,2-difluoroethyl)-4b,5-dihydroxy-4-methoxy-7-phenyl-4b,6,7,7a-tetrahydro-5H-cyclopenta[4,5]furo[2,3-c]pyridine-6-carboxamide BrC1=CC=C(C=C1)C12C(C3=C(C=NC=C3OC)O1)(C(C(C2C2=CC=CC=C2)C(=O)NCC(F)F)O)O